(4-(Hydroxymethyl)indolin-1-ylsulfonyl)isoquinolin-1(2H)-one OCC1=C2CCN(C2=CC=C1)S(=O)(=O)N1C(C2=CC=CC=C2C=C1)=O